2-(1H-pyrrolo[3,2-b]pyridin-3-yl)-N-(5-(trifluoromethyl)thiazol-2-yl)acetamide N1C=C(C2=NC=CC=C21)CC(=O)NC=2SC(=CN2)C(F)(F)F